7'-Fluorospiro[cyclopropane-1,3'-indoline]-2'-one FC=1C=CC=C2C3(C(NC12)=O)CC3